FC1(CCN(CCC1)C1=C(C=C2C(=N1)CCC2)C(=O)NC=2C=C(C(=O)O)C=CC2)F 3-(2-(4,4-difluoroazepan-1-yl)-6,7-dihydro-5H-cyclopenta[b]pyridine-3-carboxamido)benzoic acid